C(C)[C@]1(C(OCC=2C(N3CC=4C(=NC=5C=C(C(=CC5C4)NC([C@H](C)NC(CC(C)C)=O)=O)F)C3=CC21)=O)=O)O N-((S)-1-(((S)-4-ethyl-8-fluoro-4-hydroxy-3,14-dioxo-3,4,12,14-tetrahydro-1H-pyrano[3',4':6,7]indolizino[1,2-b]quinolin-9-yl)amino)-1-oxopropan-2-yl)-3-methylbutanamide